ClC1=CC(=C(C=C1)C1=C(C=CC=C1)C1=CC=CC=2C3=CC=CC=C3NC12)C1=CC2=CC=CC=C2C=C1 (4'-chloro-2'-(naphthalen-2-yl)-[1,1'-biphenyl]-2-yl)-9H-carbazole